ClC1=C(C=CC=C1)CC(=O)NC1=CC(=NC=C1)N(C(C)=O)C1=CC=C(C=C1)C N-{4-[2-(2-chlorophenyl)acetylamino]pyridin-2-yl}-N-(4-methylphenyl)acetamide